C1(CC1)C1=CC(=C(C=C1)NC1=CC(=NC=C1C(=O)NOC)NC1=NC=C(C=C1)F)N(S(=O)(=O)C)C 4-((4-cyclopropyl-2-(N-methyl-methanesulfonamido)-phenyl)amino)-6-((5-fluoro-pyridin-2-yl)amino)-N-methoxynicotinamide